5-bromo-N-tert-butyl-2-((tetrahydro-2H-pyran-4-yl)methoxy)benzenesulfonamide tert-butyl-4-(5-hydroxypyrimidin-2-yl)-1-methyl-1H-pyrazole-5-carboxylate C(C)(C)(C)OC(=O)C1=C(C=NN1C)C1=NC=C(C=N1)O.BrC=1C=CC(=C(C1)S(=O)(=O)NC(C)(C)C)OCC1CCOCC1